C(C1=CC=CC=C1)OC(N[C@H](C(=O)N1N=CC(=C1)C=1SC=C(N1)C(NC=1C(=NN(C1)C1CCC(CC1)OCC)C1=NC(=CC=C1F)F)=O)CC(C)C)=O ((S)-1-(4-(4-((3-(3,6-difluoropyridin-2-yl)-1-((1r,4r)-4-ethoxycyclohexyl)-1H-pyrazol-4-yl)carbamoyl)thiazol-2-yl)-1H-pyrazol-1-yl)-4-methyl-1-oxopentan-2-yl)carbamic acid benzyl ester